8-bromo-6-fluoro-3-methyl-2-sulfanyl-chromen-4-one BrC=1C=C(C=C2C(C(=C(OC12)S)C)=O)F